C1=C(C=C(C(=C1F)F)F)Br 3,4,5-Trifluorobromobenzene